1-(6-(4,4,4-trifluorobutyl)pyrazin-2-yl)piperidine-4-carbonitrile FC(CCCC1=CN=CC(=N1)N1CCC(CC1)C#N)(F)F